FC1(CCN(CC1)C1=CC(=CC(=N1)NC(C1=C(C=C(C=C1)I)N1CCC2(CC2)CC1)=O)C=1C=NN(C1)C)F N-(6-(4,4-difluoropiperidin-1-yl)-4-(1-methyl-1H-pyrazol-4-yl)pyridin-2-yl)-4-iodo-2-(6-azaspiro[2.5]Octane-6-yl)benzamide